(R)-4-(benzyloxy)-3-((1-methyl-pyrrolidin-2-yl)methyl)-1H-indole C(C1=CC=CC=C1)OC1=C2C(=CNC2=CC=C1)C[C@@H]1N(CCC1)C